4-(isopropylamino)-6-(1H-pyrazol-4-yl)cinnoline-3-carboxylic acid C(C)(C)NC1=C(N=NC2=CC=C(C=C12)C=1C=NNC1)C(=O)O